C(#N)/C(/C(=O)NC=1SC=C(C1C(=O)OCC)C)=C(\C=1C=NOC1C)/O ethyl (Z)-2-(2-cyano-3-hydroxy-3-(5-methylisoxazol-4-yl)acrylamido)-4-methylthiophene-3-carboxylate